(S)-N6-((1-(benzo[b]thiophen-4-yl)piperidin-4-yl)methyl)-4,5,6,7-tetrahydrobenzo[d]thiazole-2,6-diamine S1C2=C(C=C1)C(=CC=C2)N2CCC(CC2)CN[C@@H]2CC1=C(N=C(S1)N)CC2